tert-butyl-6-(2-(tert-butylamino)-2-oxoacetyl)-8-((4-fluoro-3-methylphenyl)carbamoyl)-3,4-dihydropyrrolo[1,2-a]pyrazine-2(1H)-carboxylate C(C)(C)(C)OC(=O)N1CC=2N(CC1)C(=CC2C(NC2=CC(=C(C=C2)F)C)=O)C(C(=O)NC(C)(C)C)=O